P(=O)(OCCC#N)(OCCC#N)[O-].[Li+] lithium bis(2-cyanoethyl) phosphate